3-(2-(Pyridine-3-yl)ethyl)-6-(p-tolyl)-7H-[1,2,4]triazolo[3,4-b][1,3,4]thiadiazine N1=CC(=CC=C1)CCC1=NN=C2SCC(=NN21)C2=CC=C(C=C2)C